tert-butyl 4-(3-(2,6-dioxopiperidin-3-yl)-2-oxo-2,3-dihydrobenzo[d]oxazol-7-yl)piperazine-1-carboxylate O=C1NC(CCC1N1C(OC2=C1C=CC=C2N2CCN(CC2)C(=O)OC(C)(C)C)=O)=O